Triazole thiolBenzyl-(4-(1-(ethyl)-4-(4-fluorophenyl)-1H-imidazol-5-yl)pyrimidin-2-yl)carbamate S1C(=CC=C1)C1=CC=CC=C1CN(C(O)=O)C1=NC=CC(=N1)C1=C(N=CN1CC)C1=CC=C(C=C1)F.N1N=NC=C1